tert-butyl 3-iodo-7-(1-methyl-1H-pyrazol-3-yl)-1H-indole-1-carboxylate IC1=CN(C2=C(C=CC=C12)C1=NN(C=C1)C)C(=O)OC(C)(C)C